C1(=CC=CC=C1)C#CC=1C=C(C(=NC1C)C(=O)NCC(=O)OC)O Methyl N-(5-(phenylethynyl)-3-hydroxy-6-methylpicolinoyl)glycinate